OC[C@H]1N(C[C@@H]([C@H]([C@@H]1O)O)O)CC1(CCN(CC1)C1=CC=CC=C1)C (2R,3R,4R,5S)-2-(hydroxymethyl)-1-((4-methyl-1-phenylpiperidin-4-yl)methyl)piperidine-3,4,5-triol